N1=CC=C2N1C=CC(=C2)C2=CNC=1N=C(N=CC12)NC1CCC(CC1)C(=O)N1CCCC1 ((1s,4s)-4-((5-(pyrazolo[1,5-a]pyridin-5-yl)-7H-pyrrolo[2,3-d]pyrimidin-2-yl)amino)cyclohexyl)(pyrrolidin-1-yl)methanone